C(C)C(CN(CC(CCCC)CC)CN1N=NC2=C1C=CC=C2)CCCC 1-(N,N-bis(2-ethylhexyl)aminomethyl)benzotriazole